N-(((9H-fluoren-9-yl)methoxy)carbonyl)-O-(2-(((tert-butoxycarbonyl)amino)methyl)tetrahydro-2H-pyran-4-yl)-L-serine C1=CC=CC=2C3=CC=CC=C3C(C12)COC(=O)N[C@@H](COC1CC(OCC1)CNC(=O)OC(C)(C)C)C(=O)O